7-(cyclopropylmethoxy)-2-(((tetrahydro-2H-pyran-4-yl)thio)methyl)quinazolin C1(CC1)COC1=CC=C2C=NC(=NC2=C1)CSC1CCOCC1